2-amino-3-carbamoylpropionamide NC(C(=O)N)CC(N)=O